7-(bromomethyl)-3-ethylpyrido[2,3-b]pyrazin-2(1H)-one BrCC1=CC2=C(N=C(C(N2)=O)CC)N=C1